(1R,3S,5r)-N1,N3-bis(4-(tert-butyl)phenyl)cyclohexane-1,3,5-triamine C(C)(C)(C)C1=CC=C(C=C1)N[C@H]1C[C@H](CC(C1)N)NC1=CC=C(C=C1)C(C)(C)C